ClC1=C(C=CC=C1)CC(CNC(=O)[C@H]1N(C[C@@H](C1)O)C(=O)OC(C)(C)C)=O tert-butyl (2s,4r)-2-[[3-(2-chlorophenyl)-2-oxopropyl] carbamoyl]-4-hydroxypyrrolidine-1-carboxylate